N-(4-bromo-2,5-difluorophenyl)-6-chloro-7-(difluoromethyl)pyrazolo[1,5-a]pyridine-3-sulfonamide BrC1=CC(=C(C=C1F)NS(=O)(=O)C=1C=NN2C1C=CC(=C2C(F)F)Cl)F